methyl-phosphoric triamide CNP(N)(N)=O